1-(4-allyl-2-(1H-benzimidazol-5-yl)phenyl)ethan-1-ol C(C=C)C1=CC(=C(C=C1)C(C)O)C1=CC2=C(NC=N2)C=C1